C(C(C)(C)C)(=O)OC1=CC=2CCCC(C2C(=C1)Br)CC=O 4-bromo-5-(2-oxoethyl)-5,6,7,8-tetrahydronaphthalen-2-yl pivalate